8-bromo-1-methoxy-6-(methoxymethoxy)-1,2,3,4-tetrahydronaphthalene BrC=1C=C(C=C2CCCC(C12)OC)OCOC